NC1(CCC(CC1)(C)C)CO (1-amino-4,4-dimethyl-cyclohexyl)methanol